C(#N)C1=CN=CS1 5-cyanothiazol